4-[7-(1-methylpyrazol-4-yl)imidazo[1,2-a]pyridin-3-yl]-2,6-bis(trideuterio-methoxy)-N-(2,2,2-trifluoroethyl)benzamide CN1N=CC(=C1)C1=CC=2N(C=C1)C(=CN2)C2=CC(=C(C(=O)NCC(F)(F)F)C(=C2)OC([2H])([2H])[2H])OC([2H])([2H])[2H]